(S)-3-((S)-sec-butyl)-2-oxo-N-(piperidin-4-yl)-1,2,3,5-tetrahydro-4H-benzo[e][1,4]diazepine-4-carboxamide [C@H](C)(CC)[C@@H]1N(CC2=C(NC1=O)C=CC=C2)C(=O)NC2CCNCC2